NC1=C2N=C(N(C2=NC=N1)CCNS(=O)(=O)CC)SC1=CC2=C(OCO2)C=C1N(C)C N-(2-(6-amino-8-((6-(dimethylamino)benzo[d][1,3]dioxol-5-yl)thio)-9H-purin-9-yl)ethyl)ethane-2-sulfonamide